C(C1=CC=CC=C1)N1C(CC2(CC1)OCCC1=CC=C(C=C12)C)C (cis)-1'-benzyl-2',7-dimethyl-spiro[isochromane-1,4'-piperidine]